ClC1=CC=C(S1)CNC1=CC(=NN1C(C(CO)(C)C)=O)C1CCN(CC1)S(=O)(=O)C 1-(5-{[(5-chlorothiophen-2-yl)methyl]amino}-3-(1-methanesulfonylpiperidin-4-yl)-1H-pyrazol-1-yl)-3-hydroxy-2,2-dimethylpropan-1-one